ClC=1C=C(C=CC1)C1CCC(C1O)O 5-(3-chlorophenyl)cyclopentane-1,2-diol